COCOC1=C(C=CC=C1)C=1N=NC2=CC=C(C=C2C1)OC1CC2(C1)CCN(CC2)C(=O)OC(C)(C)C tert-butyl 2-((3-(2-(methoxymethoxy) phenyl) cinnolin-6-yl) oxy)-7-azaspiro[3.5]nonane-7-carboxylate